FC1=C(NC=2C(=CC(=NC2)CC2=C(C(=NC=C2)NS(NC)(=O)=O)F)C(=O)N)C=CC(=C1)I 5-(2-Fluoro-4-iodoanilino)-2-[[3-Fluoro-2-(methylsulfamoylamino)pyridin-4-yl]methyl]pyridine-4-carboxamide